FC1=CC=2C(=NN(N2)C2=C(C(=CC(=C2)C(C)(C)C2=CC=CC=C2)C(C)(C)C2=CC=CC=C2)O)C=C1 5-fluoro-2-(2-hydroxy-3,5-di-α-cumyl-phenyl)-2H-benzotriazole